4-([1,1'-Biphenyl]-3-yl)-5-(quinolin-2-yl)-2,4-dihydro-3H-1,2,4-triazole-3-thione C1(=CC(=CC=C1)N1C(NN=C1C1=NC2=CC=CC=C2C=C1)=S)C1=CC=CC=C1